(R)-2-(1-methyl-5-(3-methylmorpholinyl)-3-(1H-pyrazol-3-yl)-1H-pyrazolo[4,3-b]pyridin-7-yl)propan-2-ol CN1N=C(C2=NC(=CC(=C21)C(C)(C)O)N2[C@@H](COCC2)C)C2=NNC=C2